trimethoxyhafnium CO[Hf](OC)OC